COC1=CC=C2C=C(C=C(C2=C1)NC1=CC=CC=C1)C1=CC=CC=C1 7-methoxy-N,3-diphenylnaphthalen-1-amine